4-(6-bromopyridin-3-yl)-2-(quinolin-7-yl)benzofuro[2,3-d]Pyrimidine BrC1=CC=C(C=N1)C=1C2=C(N=C(N1)C1=CC=C3C=CC=NC3=C1)OC1=C2C=CC=C1